xylenyl alcohol C1(C(C=CC=C1)C)(C)O